2-(2-methyl-4-pyridinyl)[1,2]benzisoselenazol-3(2H)-one CC1=NC=CC(=C1)N1[Se]C2=C(C1=O)C=CC=C2